3β-octanoxy-5,6α-epoxycholestane C(CCCCCCC)O[C@@H]1CC23[C@H](C[C@H]4[C@@H]5CC[C@H]([C@@H](CCCC(C)C)C)[C@]5(CC[C@@H]4[C@]2(CC1)C)C)O3